CC1=C(C=NC=2OCCNC21)N2CC=1N=C(N=CC1CC2)NC2=CC=C(C=C2)CN2CCOCC2 7-{8-methyl-1H,2H,3H-pyrido[2,3-b][1,4]oxazin-7-yl}-N-{4-[(morpholin-4-yl)methyl]phenyl}-5H,6H,7H,8H-pyrido[3,4-d]pyrimidin-2-amine